FC(C1=C(C(=CC=C1)C(=C)OCC)CC#N)F 2-[2-(difluoromethyl)-6-(1-ethoxyvinyl)phenyl]acetonitrile